7-(4-((2,3-dihydrobenzo[b][1,4]dioxin-6-yl-2,2,3,3-d4)oxy)piperidin-1-yl-4-d)-2-isopropyl-8,9-dimethyl-4H-pyrimido[1,2-b]pyridazin-4-one O1C2=C(OC(C1([2H])[2H])([2H])[2H])C=C(C=C2)OC2(CCN(CC2)C=2C(=C(C=1N(N2)C(C=C(N1)C(C)C)=O)C)C)[2H]